(3-fluoro-2-methoxy-5-(1-methylcyclopropyl)phenyl)boronic acid FC=1C(=C(C=C(C1)C1(CC1)C)B(O)O)OC